succinic monoamide C(CCC(=O)O)(=O)N